2-(4-(2-methylpropyl)phenyl)propionic acid CC(CC1=CC=C(C=C1)C(C(=O)O)C)C